FC1=CN(C2=NC(=CN=C21)NC2=NNC(=C2)C=2C=1N(C=CC2)C=CN1)C1CCN(CC1)C 7-fluoro-N-(5-(imidazo[1,2-a]pyridin-8-yl)-1H-pyrazol-3-yl)-5-(1-methylpiperidin-4-yl)-5H-pyrrolo[2,3-b]pyrazin-3-amine